4-(4-amino-6-chloropyridazin-3-yl)-1,2,3,6-tetrahydropyridine-1-carboxylic acid tert-butyl ester C(C)(C)(C)OC(=O)N1CCC(=CC1)C=1N=NC(=CC1N)Cl